BrC1=CN=CC2=CC=C(C=C12)C(=O)OC methyl 4-bromoisoquinoline-6-carboxylate